ClC1=CC=C(C=N1)NC1=NC=CC2=CC(=CC=C12)OC1CCC(CC1)O 4-((1-((6-chloropyridin-3-yl)amino)isoquinolin-6-yl)oxy)cyclohexan-1-ol